C1=NC=C(C2=CC=CC=C12)N1C(N(CC1C#N)C1=CC(=CC=C1)S(=O)(=O)C)=O 3-(isoquinolin-4-yl)-1-(3-(methylsulfonyl)phenyl)-2-oxoimidazolidine-4-carbonitrile